(2r,3s,4r,5r)-2-(((tert-butyldiphenylsilyl)oxy)methyl)-5-(4-chloro-7H-pyrrolo[2,3-d]pyrimidin-7-yl)-2,3-dimethyltetrahydrofuran-3,4-diol [Si](C1=CC=CC=C1)(C1=CC=CC=C1)(C(C)(C)C)OC[C@]1(O[C@H]([C@@H]([C@@]1(O)C)O)N1C=CC2=C1N=CN=C2Cl)C